NC1=C2C(=NC=N1)N(N=C2C2=NOC(=C2C2=NC=C(C=N2)[C@H]2CN(CC2)C(=O)OC(C)(C)C)C2CC2)C(C)(C)C tert-butyl (3S)-3-[2-[3-(4-amino-1-tert-butyl-pyrazolo[3,4-d]pyrimidin-3-yl)-5-cyclopropyl-isoxazol-4-yl]pyrimidin-5-yl]pyrrolidine-1-carboxylate